tert-butyl N-tert-butoxycarbonyl-N-[3-cyclopropyl-5-[[2-[(5S)-5-methyl-2-(2-tetrahydropyran-4-yl-1,3-benzothiazol-5-yl)-1-piperidyl]-2-oxo-acetyl]amino]-2-pyridyl]carbamate C(C)(C)(C)OC(=O)N(C(OC(C)(C)C)=O)C1=NC=C(C=C1C1CC1)NC(C(=O)N1C(CC[C@@H](C1)C)C=1C=CC2=C(N=C(S2)C2CCOCC2)C1)=O